C(C1=CC=CC=C1)OC1CC2(CC(C2)(C2=NN=CN2C)C=2C=C(C=CC2)N2CC3=C(C=C(C=C3C2=O)CN(C(OC(C)(C)C)=O)C2(CCC2)C)C(F)(F)F)C1 tert-butyl ((2-(3-(6-(benzyloxy)-2-(4-methyl-4H-1,2,4-triazol-3-yl)spiro[3.3]heptan-2-yl)phenyl)-3-oxo-7-(trifluoromethyl)isoindolin-5-yl)methyl)(1-methylcyclobutyl)carbamate